N-(4-chlorobenzyl)-4-methylpentanamide ClC1=CC=C(CNC(CCC(C)C)=O)C=C1